(3-((3-Methoxypyrrolidin-1-yl)methyl)pyridin-2-yl)boronic acid COC1CN(CC1)CC=1C(=NC=CC1)B(O)O